O=C(C(=O)N)N1CC(CC1)OC1=CC=NC=C1 2-oxO-2-(3-(pyridin-4-yloxy)pyrrolidin-1-yl)acetamide